ClC1=CC(=C(CNC(=O)[C@]2(C=3C=CC=NC3[C@]3(CC2)OC3)F)C(=C1)F)F (2S,5'S)-N-(4-chloro-2,6-difluorobenzyl)-5'-fluoro-6',7'-dihydro-5'H-spiro[oxirane-2,8'-quinoline]-5'-carboxamide